C=1(C(=CC=CC1)C(=O)OCCCCCCCC)C octyl toluate